rac-cis-tert-butyl (3s,4r)-3-((5-bromo-1-methyl-1H-pyrazol-4-yl)oxy)-4-methoxypyrrolidine-1-carboxylate BrC1=C(C=NN1C)O[C@H]1CN(C[C@H]1OC)C(=O)OC(C)(C)C |r|